OC=1C=C(OCC(=O)[O-])C=C(C1C(\C=C\C1=CC(=C(C=C1)OC)O)=O)O 2-[3,5-dihydroxy-4-[(E)-3-(3-hydroxy-4-methoxyphenyl)prop-2-enoyl]phenoxy]acetate